C(#N)C1=CN=C(C=2CCNCC12)N1CCN(CC1)C(=O)OC(C)(C)C tert-butyl 4-(4-cyano-5,6,7,8-tetrahydro-2,6-naphthyridin-1-yl)piperazine-1-carboxylate